6-morpholinoquinolin-4-amine O1CCN(CC1)C=1C=C2C(=CC=NC2=CC1)N